Dipentaerythritol hexacaprylate C(CCCCCCC)(=O)OCC(COC(CCCCCCC)=O)(COCC(COC(CCCCCCC)=O)(COC(CCCCCCC)=O)COC(CCCCCCC)=O)COC(CCCCCCC)=O